FC1=C2C(NC(=NC2=CC(=C1)F)C=1C=CC2=C(C=C(O2)COCOC)C1)=O 5,7-difluoro-2-(2-methoxymethoxymethyl-benzofuran-5-yl)-3H-quinazolin-4-one